6-(2,6-dichlorophenyl)-2-((3,5-dimethyl-4-(4-methylpiperazin-1-yl)phenyl)amino)-8,9-dihydroimidazo[1,2-a]pyrimido[5,4-e]pyrimidin-5(6H)-one ClC1=C(C(=CC=C1)Cl)N1C=2N(C3=C(C1=O)C=NC(=N3)NC3=CC(=C(C(=C3)C)N3CCN(CC3)C)C)CCN2